C(#C)C=1C=CC(=C(C1)C1=NC=C(C(=N1)NC=1C(=NNC1)C1=NC2=C(N1)C=CC(=C2)CN2CCOCC2)OC)F 2-(5-Ethynyl-2-fluorophenyl)-5-methoxy-N-(3-(5-(morpholinomethyl)-1H-benzo[d]imidazol-2-yl)-1H-pyrazol-4-yl)pyrimidin-4-amine